C1(=CC=C(C=C1)C1=CN(C2=NC=C(C=C21)C2=CC=C(CN1CC(CCC1)O)C=C2)S(=O)(=O)C2=CC=C(C)C=C2)C 1-(4-(3-(p-tolyl)-1-tosyl-1H-pyrrolo[2,3-b]pyridin-5-yl)benzyl)piperidin-3-ol